FCOC1=C(C=CC(=C1)S(=O)(=O)C)NCC#CC=1N(C=2C=CC=C(C2C1)NC1CCC(CC1)N1CCOCC1)CC(F)(F)F 2-(3-{[2-(fluoromethoxy)-4-methanesulfonylphenyl]amino}prop-1-yn-1-yl)-N-[(1S,4S)-4-(morpholin-4-yl)cyclohexyl]-1-(2,2,2-trifluoroethyl)-1H-indol-4-amine